C1(CCC1)OC1=CC=C2C(NN=C(C2=C1)CC1=CC2=C(C(=NO2)N2CCN(CC2)C2=NC=C(C#N)C=C2)C=C1)=O 6-(4-(6-((7-Cyclobutoxy-4-oxo-3,4-dihydrophthalazin-1-yl)methyl)benzo[d]isoxazol-3-yl)piperazin-1-yl)nicotinonitrile